Cl.ClC=1C(=C2CNCC2=CC1)N(C(\C=C\CN(C)C)=O)C (E)-N-(5-Chloroisoindolin-4-yl)-4-(dimethylamino)-N-methylbut-2-enamide hydrochloride